1-(5-fluoro-2,3-dihydro-1-benzofuran-4-yl)methanamine FC=1C=CC2=C(CCO2)C1CN